C(=O)(O)C(CC1=CC=C(C=C1)OCCOCCOCCOCC)N1CCN(CCN(CCN(CC1)CC(=O)O)C(C(=O)O)CO)CC(=O)O 2-{7-[1-carboxy-2-(4-{2-[2-(2-ethoxyethoxy)ethoxy]ethoxy}phenyl)ethyl]-4,10-bis(carboxymethyl)-1,4,7,10-tetraazacyclododecan-1-yl}-3-hydroxypropanoic acid